C(=C)CO[SiH](OCCCCCCCCCCCC)OCCCCCCCCCCCC vinylmethoxy-dilauryloxysilane